(3E)-1-chloro-12,12-diethoxy-3-dodecene ClCC\C=C\CCCCCCCC(OCC)OCC